N(CC(=O)O)(CC(=O)O)CC(=O)O.C1(=CC=CS1)C(=O)CC(=O)C(F)(F)F thenoyl-trifluoroacetone, nitrilotriacetic acid salt